OC1C(CSC1)C1=C(C(N(N=C1C1=CC=C(C=C1)C(F)(F)F)C=1C=NC=CC1)=O)C(=O)N (-)-N-cis-4-hydroxytetrahydrothiophen-3-yl-3-oxo-2-(pyridin-3-yl)-6-[4-(trifluoromethyl)phenyl]-2,3-dihydropyridazine-4-carboxamide